6-(4-amino-4-methylpiperidin-1-yl)-3-(2-bromo-3-chloropyridin-4-yl)-1-(hydroxymethyl)-1H-pyrazolo[3,4-b]pyridine-4-carboxylic acid NC1(CCN(CC1)C=1C=C(C2=C(N1)N(N=C2C2=C(C(=NC=C2)Br)Cl)CO)C(=O)O)C